2,6-dimethyl-5-(methylamino)-4-hepten-3-one CC(C)C(C=C(C(C)C)NC)=O